FC(CN1N=CC(=C1)C=1C2=C(C(=NC1)OC)N=C(S2)NC(=O)N2CC1(CC2)CCOCC1)F 8-Oxa-2-aza-spiro[4.5]decane-2-carboxylic acid {7-[1-(2,2-difluoroethyl)-1H-pyrazol-4-yl]-4-methoxy-thiazolo[4,5-c]pyridin-2-yl}-amide